OC(C(=O)C1=CC=CC(=C1)O)C(C)O 2,3,5-trihydroxybutyryl-benzene